[O-2].[Cd+2] Cadmium oxid